4-[[5-methoxy-6-[(5-methoxy-2-pyridyl)methoxy]-3-pyridyl]methyl]-1,7-naphthyridine COC=1C=C(C=NC1OCC1=NC=C(C=C1)OC)CC1=CC=NC2=CN=CC=C12